C(C=C)(=O)N1CCC(CC1)C1=CNC=2N=CN=C(C21)NC2=C(C=C(OC1=CC(=NC=C1)NC(=O)C1CCCC1)C=C2)F N-(4-(4-((5-(1-acryloylpiperidin-4-yl)-7H-pyrrolo[2,3-d]pyrimidin-4-yl)amino)-3-fluorophenoxy)pyridin-2-yl)cyclopentanecarboxamide